(4S)-4-(3-azidopropyl)-2,2-dimethyl-pyrrolidine-1-carboxylic acid tert-butyl ester C(C)(C)(C)OC(=O)N1C(C[C@@H](C1)CCCN=[N+]=[N-])(C)C